ClC1=C(C=CC=C1C1=NN=C(O1)C1=CC=C(CNCC(=O)O)C=C1)C1=CC=CC=C1 (4-(5-(2-chloro-[1,1'-biphenyl]-3-yl)-1,3,4-oxadiazol-2-yl)benzyl)glycine